3-bromo-2-methyl-6-methyl-sulfonyl-benzaldehyde oxime BrC=1C(=C(C=NO)C(=CC1)S(=O)(=O)C)C